(+/-)-5-octyldihydro-2(3h)-furanone C(CCCCCCC)[C@@H]1CCC(O1)=O |r|